tert-butyl 7-(cyclopropylmethylamino)-3,3-dimethyl-2-oxo-indoline-1-carboxylate C1(CC1)CNC=1C=CC=C2C(C(N(C12)C(=O)OC(C)(C)C)=O)(C)C